5-thioxo-4H-1,2,4-triazol S=C1NC=NN1